OC1=CC(CC(C1)C=1C=NC(=CC1)OC1=CC(=CC=C1)OC(F)(F)F)=O 3-hydroxy-5-(6-(3-(trifluoromethoxy)phenoxy)pyridin-3-yl)cyclohex-2-en-1-one